1-methyl-3-methylimidazolium bromide salt [Br-].CN1C=[N+](C=C1)C